4-t-Butylphenyl-dibromoborane C(C)(C)(C)C1=CC=C(C=C1)B(Br)Br